4-(2-(4-(benzyloxy)phenoxy)ethyl)morpholine C(C1=CC=CC=C1)OC1=CC=C(OCCN2CCOCC2)C=C1